COCCCCC1=C(C=CC=C1)O methoxybutyl-phenol